3-deoxy-D-arabino-hept-2-ulosonate C(C(=O)C[C@@H](O)[C@H](O)[C@H](O)CO)(=O)[O-]